CN1C=CC=2C1=CN=C(C2)NC(C)=O N-(1-methyl-1H-pyrrolo[2,3-c]pyridin-5-yl)acetamide